FC(C=1C=C(COC2CN(C2)C(=O)O)C=CC1)(F)F 3-{[3-(trifluoromethyl)benzyl]oxy}azetidine-1-carboxylic acid